2-butyl-2-(hydroxymethyl)propane-1,3-diol C(CCC)C(CO)(CO)CO